O=C1N(CCC(N1)=O)C1=C2C=CN(C2=CC(=C1)C(=O)N1CCC2(CCN(CC2)C(=O)OC(C)(C)C)CC1)C(C)C tert-butyl 9-(4-(2,4-dioxotetrahydropyrimidin-1(2H)-yl)-1-isopropyl-1H-indole-6-carbonyl)-3,9-diazaspiro[5.5]undecane-3-carboxylate